8-((S or R)-6-chloro-2-(3-(dimethylamino) azetidin-1-yl)-8-fluoro-7-(3-hydroxynaphthalen-1-yl) quinazolin-4-yl)-6,8-diazabicyclo[3.2.2]nonane-6-carboxylate ClC=1C=C2C(=NC(=NC2=C(C1C1=CC(=CC2=CC=CC=C12)O)F)N1CC(C1)N(C)C)N1C2CCCC(N(C2)C(=O)[O-])C1